ClC1=CC=2NC(=C(C2O1)I)C(=O)OCC ethyl 2-chloro-6-iodo-4H-furo[3,2-b]pyrrole-5-carboxylate